tert-butyl (3R)-3-[4-(2-acetoxyacetyl)anilino]piperidine-1-carboxylate C(C)(=O)OCC(=O)C1=CC=C(N[C@H]2CN(CCC2)C(=O)OC(C)(C)C)C=C1